(3aR,5R,6S,6aR)-6-(benzyloxy)-5-((benzyloxy)methyl)-2,2-dimethyl-5-vinyltetra-hydrofuro[2,3-d][1,3]dioxole C(C1=CC=CC=C1)O[C@@H]1[C@@](O[C@@H]2OC(O[C@@H]21)(C)C)(C=C)COCC2=CC=CC=C2